2-(t-butylcarbamoyl)-4-(2-(trimethoxysilyl)ethyl)cyclohexanecarboxylic acid C(C)(C)(C)NC(=O)C1C(CCC(C1)CC[Si](OC)(OC)OC)C(=O)O